2-(4-((((1R,2R)-2-(bis(2-(tert-butoxy)-2-oxoethyl)amino)cyclohexyl)(2-(tert-butoxy)-2-oxoethyl)amino)methyl)phenyl)acetic Acid C(C)(C)(C)OC(CN([C@H]1[C@@H](CCCC1)N(CC(=O)OC(C)(C)C)CC1=CC=C(C=C1)CC(=O)O)CC(OC(C)(C)C)=O)=O